N-hexylpyrrolidinium C(CCCCC)[NH+]1CCCC1